6,6'-dimethoxy-3,5'-diaminobiphenyl COC1=CC=C(C=C1C1=CC=CC(=C1OC)N)N